Methyl 5-chloro-4-(3-(iodomethyl)-1,5-dimethyl-1H-pyrazol-4-yl)-1-(3-methoxy-3-oxopropyl)-1H-indole-2-carboxylate ClC=1C(=C2C=C(N(C2=CC1)CCC(=O)OC)C(=O)OC)C=1C(=NN(C1C)C)CI